C(C=C)(=O)NC=1C=C(C=CC1)OB(O)O (3-(acrylamido)phenyl)boric acid